2,3,4-tri-O-acetyl-alpha-glucopyranosyl-bromoamide C(C)(=O)O[C@H]1[C@H](O[C@@H]([C@H]([C@@H]1OC(C)=O)OC(C)=O)CO)[N-]Br